Tert-Butyl 4-[4-(propan-2-yl)phenyl]piperidine-1-carboxylate CC(C)C1=CC=C(C=C1)C1CCN(CC1)C(=O)OC(C)(C)C